(S)-2-((R)-2-((S)-2-((S)-2-amino-3-(1-benzhydryl-1H-imidazol-4-yl)propanamido)-6-octanamidohexanamido)-3-(p-tolyl)propanamido)-3-(4-(sulfooxy)phenyl)propanoic acid N[C@H](C(=O)N[C@H](C(=O)N[C@@H](C(=O)N[C@H](C(=O)O)CC1=CC=C(C=C1)OS(=O)(=O)O)CC1=CC=C(C=C1)C)CCCCNC(CCCCCCC)=O)CC=1N=CN(C1)C(C1=CC=CC=C1)C1=CC=CC=C1